tetraethylenepentamine lysine salt N[C@@H](CCCCN)C(=O)O.NCCNCCNCCNCCN